4,4,5,5-tetramethyl-2-{4-(phenanthrene-9-yl)phenyl}-1,3,2-dioxaborolane CC1(OB(OC1(C)C)C1=CC=C(C=C1)C=1C2=CC=CC=C2C=2C=CC=CC2C1)C